2-(4-fluorobenzyl)pentanoic acid FC1=CC=C(CC(C(=O)O)CCC)C=C1